6-(4-ethoxyphenyl)-N-(3-(1-hydroxyethyl)-5-methoxyphenethyl)pyrazine-2-carboxamide C(C)OC1=CC=C(C=C1)C1=CN=CC(=N1)C(=O)NCCC1=CC(=CC(=C1)OC)C(C)O